FC(C(=O)O)(F)F.CN1C(N(C2=C1C=C(C=C2)N2CCC(CC2)NC)C2C(NC(CC2)=O)=O)=O 3-{3-methyl-5-[4-(methylamino)piperidin-1-yl]-2-oxo-1,3-benzodiazol-1-yl}piperidine-2,6-dione trifluoroacetate